FC=1C=CC2=C(C3=C(SC(=C3)C3=CSC=C3)C3=C(C2=O)C=CC(=C3)N3CCCC3)C1 5-fluoro-11-(pyrrolidin-1-yl)-2-(thiophen-3-yl)-8H-dibenzo[3,4:6,7]cyclohept[1,2-b]thiophen-8-one